4-[5-[4-(dimethylamino)piperidin-1-yl]-8-(1-methyl-2-oxo-1,2,3,4-tetrahydroquinolin-7-yl)imidazo[1,2-c]pyrimidin-7-yl]benzonitrile CN(C1CCN(CC1)C1=NC(=C(C=2N1C=CN2)C2=CC=C1CCC(N(C1=C2)C)=O)C2=CC=C(C#N)C=C2)C